2-(7-amino-2,2-difluoro-[1,3]dioxolo[4,5-g]quinolin-6-yl)propan-2-ol tert-butyl-1-amino-3,6,9,12,15,18-hexaoxahenicosan-21-oate C(C)(C)(C)C(COCCOCCOCCOCCOCCOCCC(=O)OC(C)(C)C1=NC=2C=C3C(=CC2C=C1N)OC(O3)(F)F)N